C(CCCC)(=O)OCCCC(OOC(C)(C)C)OOC(C)(C)C 4,4-bis(tert-butylperoxy)butyl valerate